C(C)C(CN1CCC(CC1)N1C(NC2=C1C=C(C(=C2)C=2C=C(C=1N(C2)N=CN1)OC)C(C)C)=O)CC 1-(1-(2-ethylbutyl)piperidin-4-yl)-6-isopropyl-5-(8-methoxy-[1,2,4]triazolo[1,5-a]pyridin-6-yl)-1,3-dihydro-2H-benzo[d]imidazol-2-one